FC1=C(C=C(C=C1)F)[C@@H]1N(CCC1)C1=NC=2N(C=C1)N=CC2C=2N=NN(C2)C2CN(CC2)C(=O)OC(C)(C)C tert-butyl 3-(4-(5-((R)-2-(2,5-difluorophenyl)pyrrolidin-1-yl)pyrazolo[1,5-a]pyrimidin-3-yl)-1H-1,2,3-triazol-1-yl)pyrrolidine-1-carboxylate